(5R)-3-[4'-(cyclobutanesulfonyl)-2-fluoro[1,1'-biphenyl]-4-yl]-5-(hydroxymethyl)-1,3-oxazolidin-2-one C1(CCC1)S(=O)(=O)C1=CC=C(C=C1)C1=C(C=C(C=C1)N1C(O[C@H](C1)CO)=O)F